FC(C1=CC=C(C=C1)C=1OCCN1)(F)F p-trifluoromethylphenyl-oxazoline